CN([C@@H](C(F)(F)F)C1=CC=C(C=C1)[S@](=O)(N)=NC(NC1=C2CCCC2=CC=2CCCC12)=O)C |o1:13| (S,R) or (R,R)-4-(1-(dimethylamino)-2,2,2-trifluoroethyl)-N'-((1,2,3,5,6,7-hexahydro-s-indacen-4-yl)carbamoyl)benzenesulfonimidamide